FC=1C=C(CN2C=NC(=C2)C(=O)OC)C=CC1OCC1=C(C=C(C=C1)C(F)(F)F)F methyl 1-(3-fluoro-4-((2-fluoro-4-(trifluoromethyl) benzyl) oxy) benzyl)-1H-imidazole-4-carboxylate